C[C@@H](C(C)C)N1C=NC=2C(=NC=3C=CC=CC3C21)N 1-[(1S)-1,2-dimethylpropyl]imidazo[4,5-c]quinolin-4-amine